1-((3R,4S)-4-((5-(1-(2,2-Difluoroethyl)-1H-benzo[d][1,2,3]triazol-6-yl)-4-methoxypyrrolo[2,1-f][1,2,4]triazin-2-yl)amino)-3-fluoropiperidine-1-carbonyl)cyclopropane-1-carbonitrile FC(CN1N=NC2=C1C=C(C=C2)C=2C=CN1N=C(N=C(C12)OC)N[C@@H]1[C@@H](CN(CC1)C(=O)C1(CC1)C#N)F)F